C(C1=CC=CC=C1)OC1=C(C=O)C=C(C=C1Br)OC benzyloxy-3-bromo-5-methoxy-benzaldehyde